2-(4-bromophenyl)-7-(9,9-dimethyl-9H-fluoren-2-yl)-9-phenyl-9H-carbazole BrC1=CC=C(C=C1)C1=CC=2N(C3=CC(=CC=C3C2C=C1)C1=CC=2C(C3=CC=CC=C3C2C=C1)(C)C)C1=CC=CC=C1